N-(3-fluoro-2-methoxyphenyl)-4-hydroxy-2-oxo-1,2,5,6-tetrahydropyridin-3-thiocarboxamide FC=1C(=C(C=CC1)NC(=S)C=1C(NCCC1O)=O)OC